C(C)OC=CC(C(F)(F)F)=O 4-ethoxy-1,1,1-trifluoro-but-3-en-2-one